4-(4-aminopiperidine-1-yl)-6-(1-methyl-1H-pyrazol-4-yl)pyrazolo[1,5-a]pyridine-3-carbonitrile hydrochloride Cl.NC1CCN(CC1)C=1C=2N(C=C(C1)C=1C=NN(C1)C)N=CC2C#N